FC1(OC2=C(O1)C=CC(=C2)[C@H](C)N)F (S)-1-(2,2-difluorobenzo[d][1,3]dioxol-5-yl)ethan-1-amine